ClC=1C=C(C=CC1)C1=NN(C=C1C=O)C 3-(3-chlorophenyl)-1-methyl-1H-pyrazole-4-carbaldehyde